C(#N)C=1C=C(OC[C@@H]2N(CCC2)C(=O)OC(C)(C)C)C=C(C1)C=1SC(=CN1)C tert-Butyl (2R)-2-{[3-cyano-5-(5-methyl-1,3-thiazol-2-yl)phenoxy]methyl}pyrrolidine-1-carboxylate